OC1=CC=C(C=C1)C=1C2=CC=CC=C2C(=C2C=CC=CC12)C1=CC=C(C=C1)O 9,10-bis(4-hydroxyphenyl)Anthracene